(6-(benzyloxy)-2-phenyl-1,2,3,4-tetrahydroisoquinolin-1-yl)phenol C(C1=CC=CC=C1)OC=1C=C2CCN(C(C2=CC1)C1=C(C=CC=C1)O)C1=CC=CC=C1